FC(C(=O)O)(F)F.NC=1C(=NC(=CC1)OC)CCCCCC1=C(C=CC(=C1)F)NC1=C(C(=O)O)C=C(C=N1)C(F)(F)F ((2-(5-(3-amino-6-methoxypyridin-2-yl)pentyl)-4-fluorophenyl)amino)-5-(trifluoromethyl)nicotinic acid, trifluoroacetate salt